3-(trifluoromethyl)-3,4-dihydroisoquinolin-1(2H)-one FC(C1NC(C2=CC=CC=C2C1)=O)(F)F